C(C)N(CC)CC1=C(C=CC(=N1)NC=1C=CC(=C2CNC(C12)=O)C1=CN=C2N1C=CC(=C2)F)N2CCOCC2 7-((6-((diethyl-amino)meth-yl)-5-morpholino-pyridin-2-yl)amino)-4-(7-fluoroimidazo[1,2-a]pyridin-3-yl)isoindolin-1-one